5-[(4-{[(1S)-2-hydroxy-1-phenylethyl]amino}-5-(3-propyl-1,2,4-oxadiazol-5-yl)pyrimidin-2-yl)amino]-3,3-dimethyl-1,3-dihydro-2-benzofuran-1-one OC[C@H](C1=CC=CC=C1)NC1=NC(=NC=C1C1=NC(=NO1)CCC)NC1=CC2=C(C(OC2(C)C)=O)C=C1